methyl 2,2-difluoro-2-(fluorosulfonyl) acetate COC(=O)C(F)(F)S(=O)(=O)F